1-(3-chloro-5-fluorophenyl)-5,6-difluoro-3-(trifluoromethyl)-4,5,6,7-tetrahydro-1H-indole ClC=1C=C(C=C(C1)F)N1C=C(C=2CC(C(CC12)F)F)C(F)(F)F